C1OC2=CC=CC=C2O1 4-Methylenedioxybenzene